COC(=O)C=1C=C(OC2CC(N(C2)C(=O)OC(C)(C)C)COC2=CC(=C(C=C2)[N+](=O)[O-])C(=O)OC)C=CC1[N+](=O)[O-] tert-butyl 4-(3-(methoxycarbonyl)-4-nitrophenoxy)-2-((3-(methoxy-carbonyl)-4-nitrophenoxy)methyl)pyrrolidine-1-carboxylate